1-[(2R,4S)-4-[4-amino-3-[2-(2-methylindol-5-yl)ethynyl]pyrazolo[4,3-c]pyridin-1-yl]-2-(methoxymethyl)pyrrolidin-1-yl]prop-2-en-1-one NC1=NC=CC2=C1C(=NN2[C@H]2C[C@@H](N(C2)C(C=C)=O)COC)C#CC=2C=C1C=C(NC1=CC2)C